(S)-5-(5-(2-fluoro-4-methylphenyl)-1-propionyl-4,5-dihydro-1H-pyrazol-3-yl)-4-methylthiophene FC1=C(C=CC(=C1)C)[C@@H]1CC(=NN1C(CC)=O)C1=C(C=CS1)C